5-Amino-3-(4-bromophenyl)-1-(2-methyltetrahydropyran-4-yl)pyrazole-4-carbonitrile NC1=C(C(=NN1C1CC(OCC1)C)C1=CC=C(C=C1)Br)C#N